rac-tert-butyl 7-[2-(2-chloroimidazo[1,2-b]pyridazin-6-yl)-4-oxo-pyrido[1,2-a]pyrimidin-7-yl]-4-azaspiro[2.5]octane-4-carboxylate ClC=1N=C2N(N=C(C=C2)C=2N=C3N(C(C2)=O)C=C(C=C3)[C@@H]3CCN(C2(CC2)C3)C(=O)OC(C)(C)C)C1 |r|